COC=1C=C(C=CC1OC)/C=C/C(=O)O[C@@H]1C[C@](C[C@H]([C@@H]1O)OC(\C=C\C1=CC(=C(C=C1)OC)O)=O)(C(=O)OC)O methyl (1R,3R,4S,5R)-3-{[(2E)-3-(3,4-dimethoxyphenyl)prop-2-enoyl]oxy}-1,4-dihydroxy-5-{[(2E)-3-(3-hydroxy-4-methoxyphenyl)prop-2-enoyl]oxy}cyclohexane-1-carboxylate